(6-(6-(2-methoxyquinolin-6-yl)pyrazin-2-yl)-2,6-diazaspiro[3.3]heptane-2-yl)(6-methylpyridin-3-yl)methanone COC1=NC2=CC=C(C=C2C=C1)C1=CN=CC(=N1)N1CC2(CN(C2)C(=O)C=2C=NC(=CC2)C)C1